C(C)SCC(=O)C=1N(C(=CN1)C1=CC=C(C=C1)OC(F)(F)F)C 2-(ethylthio)-1-(1-methyl-5-(4-(trifluoromethoxy)phenyl)-1H-imidazol-2-yl)ethan-1-one